4-amino-7-(difluoroethoxy)-1-(m-tolyl)quinazolin-2(1H)-one NC1=NC(N(C2=CC(=CC=C12)OCC(F)F)C=1C=C(C=CC1)C)=O